ClC=1C=C(C=C(C1Cl)Cl)C1(CC(=NO1)C1=CC=C(S1)C(=O)N)C(F)(F)F 5-(5-(3,4,5-trichlorophenyl)-5-(trifluoromethyl)-4,5-dihydroisoxazol-3-yl)thiophene-2-carboxamide